5-ethynyl-6-fluoro-4-[8-fluoro-2-{[(2R,7aS)-2-fluorotetrahydro-1H-pyrrolizin-7a(5H)-yl]methoxy}-4-(6-oxa-3-azabicyclo[3.1.1]heptan-3-yl)pyrido[4,3-d]pyrimidin-7-yl]naphthalen-2-ol C(#C)C1=C2C(=CC(=CC2=CC=C1F)O)C1=C(C=2N=C(N=C(C2C=N1)N1CC2OC(C1)C2)OC[C@]21CCCN1C[C@@H](C2)F)F